ClC1=C(C=C(C=C1)C1=CN(C2=NC=C(C=C21)NC(C=C)=O)C(F)F)F N-(3-(4-Chloro-3-fluorophenyl)-1-(difluoromethyl)-1H-pyrrolo[2,3-b]pyridin-5-yl)acrylamide